CN(C=1C=C2C=CN(C2=C(C1)C(=O)NCC1=CC=C(C(=O)O)C=C1)CC1=CC=C(C=C1)C(F)(F)F)C1=CC=CC=C1 4-((5-(methyl(phenyl)amino)-1-(4-(trifluoromethyl)benzyl)-1H-indole-7-carboxamido)methyl)benzoic acid